ClC12CC3(CC(C4=C(C(C1)C3)C=CC=C4)C2)NC(=O)NC2CCN(CC2)C(=O)C2CC2 1-(9-chloro-5,6,8,9,10,11-hexahydro-7H-5,9:7,11-dimethanobenzo[9]annulen-7-yl)-3-(1-(cyclopropanecarbonyl)piperidin-4-yl)urea